CC(C(=O)OC1COCC1OC(C(C)C)=O)C tetrahydrofuran-3,4-diyl bis(2-methylpropanoate)